(2R,4R)-6-chloro-4-hydroxy-N-{3-[4-(2-methoxypyrimidin-5-yl)-1H-pyrazol-1-yl]bicyclo[1.1.1]pentan-1-yl}-3,4-dihydro-2H-1-benzopyran-2-carboxamide ClC=1C=CC2=C([C@@H](C[C@@H](O2)C(=O)NC23CC(C2)(C3)N3N=CC(=C3)C=3C=NC(=NC3)OC)O)C1